Pentyl 4-((2-(1-(N-(2-(dinonylamino)ethyl)-N-nonylglycyl)piperidin-3-yl)ethyl)(nonyl)amino)butanoate C(CCCCCCCC)N(CCN(CC(=O)N1CC(CCC1)CCN(CCCC(=O)OCCCCC)CCCCCCCCC)CCCCCCCCC)CCCCCCCCC